OB1OC(C2=C1C=CC=C2)C(=O)N(CC(=O)O)CCNC(=O)C2C1=C(B(O2)O)C=CC=C1 N-(1-hydroxy-1,3-dihydrobenzo[c][1,2]oxaborole-3-carbonyl)-N-(2-(1-hydroxy-1,3-dihydrobenzo[c][1,2]oxaborole-3-carboxamido)ethyl)glycine